BrC1=CC=C(C=C1)C(C(C(CC(=O)OC)=O)NNC1=C(C=CC=C1C1CC1)F)=O methyl 5-(4-bromophenyl)-4-(2-(2-fluoro-6-cyclopropylphenyl) hydrazino)-3,5-dioxopentanoate